perfluorooctanesulfonic acid (perfluorobutanesulfonate) FC(C(C(C(F)(F)F)(F)F)(F)F)(S(=O)(=O)O)F.FC(C(C(C(C(C(C(C(F)(F)F)(F)F)(F)F)(F)F)(F)F)(F)F)(F)F)(S(=O)(=O)O)F